ClC=1C=NC(=C(C(=O)NC2CCC(CC2)CN2C(N(C3=C2C=CC=C3)C=3C=C2C(=NC3)N(N=C2)C)=O)C1)C 5-chloro-2-methyl-N-((1r,4r)-4-((3-(1-methyl-1H-pyrazolo[3,4-b]pyridin-5-yl)-2-oxo-2,3-dihydro-1H-benzo[d]imidazol-1-yl)methyl)cyclohexyl)nicotinamide